ClC1=C(C=CC(=C1)OC)C=1C=NN2C1CN(CC2)CC=2NC=1C(=NC(=CC1)F)N2 3-(2-chloro-4-methoxyphenyl)-5-({5-fluoro-1H-imidazo[4,5-b]pyridin-2-yl}methyl)-4H,5H,6H,7H-pyrazolo[1,5-a]pyrazine